3-(8-cyanoquinolin-5-yl)-N-(1-(propan-2-yl)piperidine-4-yl)-5-(trifluoromethyl)-3-azabicyclo[3.1.0]hexane-1-carboxamide C(#N)C=1C=CC(=C2C=CC=NC12)N1CC2(CC2(C1)C(F)(F)F)C(=O)NC1CCN(CC1)C(C)C